BrC=1C=NN(C1C1=C(C#N)C(=C(C=C1)C)Cl)C 2-(4-bromo-1-methyl-1H-pyrazol-5-yl)-6-chloro-5-methylbenzonitrile